N[C@H]1CS(C2=C(N(C1=O)CC1=NC=CC=C1)C=C(C(=C2)F)C=2OC(=NN2)C(C)(C)C)(=O)=O (3R)-3-amino-7-(5-tert-butyl-1,3,4-oxadiazol-2-yl)-8-fluoro-1,1-dioxo-5-(2-pyridylmethyl)-2,3-dihydro-1λ6,5-benzothiazepin-4-one